N-(1-isobutoxyethyl)isobutylamide C(C(C)C)OC(C)[N-]CC(C)C